2,4-dihydroxy-4'-dimethylaminobenzophenone OC1=C(C(=O)C2=CC=C(C=C2)N(C)C)C=CC(=C1)O